[Ge].[Sn] tin germanium